COC1=CC=C(OCCO)C=C1 2-(p-methoxyphenoxy)ethanol